N-(3-(3-fluoropyridin-2-yl)-1-((1r,2r)-3-(2,2,2-trifluoroethoxy)cyclobutyl)-1H-pyrazol-4-yl)-2-(1H-pyrazol-4-yl)thiazole-4-carboxamide FC=1C(=NC=CC1)C1=NN(C=C1NC(=O)C=1N=C(SC1)C=1C=NNC1)C1CC(C1)OCC(F)(F)F